FC1=C(CNP(OCC)(=O)CC2=CC=C(C=C2)C2=NOC(=N2)C(F)(F)F)C=CC(=C1)F ethyl N-(2,4-difluorobenzyl)-P-(4-(5-(trifluoromethyl)-1,2,4-oxadiazol-3-yl)benzyl)phosphonamidate